NC1=C(C=CC(=N1)N1CCN(CC1)C(=O)OC(C)(C)C)[N+](=O)[O-] tert-Butyl 4-(6-amino-5-nitro-2-pyridyl)piperazine-1-carboxylate